2-[5-(trifluoromethyl)-2-pyridinyl]phenol FC(C=1C=CC(=NC1)C1=C(C=CC=C1)O)(F)F